Tert-Butyl N-{1-[5-({3-[(4-Chlorophenyl)Amino]Pyridin-4-YL}Carbamoyl)Pyridin-2-Yl]Piperidin-4-YL}Carbamate ClC1=CC=C(C=C1)NC=1C=NC=CC1NC(=O)C=1C=CC(=NC1)N1CCC(CC1)NC(OC(C)(C)C)=O